2-(3-(3-Methoxypropyl)ureido)ethyl methacrylate C(C(=C)C)(=O)OCCNC(=O)NCCCOC